tert-butyl (2R,4R)-4-hydroxy-2-(7-hydroxy-4-(methoxycarbonyl)naphthalen-1-yl)piperidine-1-carboxylate O[C@H]1C[C@@H](N(CC1)C(=O)OC(C)(C)C)C1=CC=C(C2=CC=C(C=C12)O)C(=O)OC